F[C@@H]1CN(CC[C@]1(C)O)C1=NN=C(S1)C=1C(=CC(=NC1)C1=CC=C2N1N=CC(=C2)C#N)NC(C)C 7-(5-(5-((3R,4S)-3-fluoro-4-hydroxy-4-methylpiperidin-1-yl)-1,3,4-thiadiazol-2-yl)-4-(isopropylamino)pyridin-2-yl)pyrrolo[1,2-b]pyridazine-3-carbonitrile